C3-bromoprop-1-ene BrCC=C